cyclohexylmethyl (3R,6S)-3-(2-amino-2-oxoethyl)-6-isobutyl-8-isopentyl-4,7-dioxohexahydropyrazino[2,1-c][1,2,4]oxadiazine-1(6H)-carboxylate NC(C[C@@H]1C(N2C(N(O1)C(=O)OCC1CCCCC1)CN(C([C@@H]2CC(C)C)=O)CCC(C)C)=O)=O